BrC1=CC2=CC[C@@](C(=C2C=C1)C1=C(C=CC2=CC(=CC=C12)Br)OCOC)(O)OCOC (R)-6,6'-dibromo-2,2'-bis(methoxymethoxyl)-1,1'-binaphthol